C(C)=NCCC[Si](OCC)(OCC)C N-ethylidene-3-(methyldiethoxysilyl)-1-propaneamine